tert-butyl N-[4-(4-amino-6-hydroxyimino-5,5-dimethyl-benzo[h]quinazolin-8-yl)oxycyclohexyl]carbamate NC1=NC=NC=2C3=C(C(C(C12)(C)C)=NO)C=C(C=C3)OC3CCC(CC3)NC(OC(C)(C)C)=O